(S)-1-(5-(((R)-1-(3-(difluoromethyl)-2-fluorophenyl)ethyl)amino)-8-methylpyrido[2,3-d]pyridazin-3-yl)pyrrolidin-3-ol FC(C=1C(=C(C=CC1)[C@@H](C)NC1=C2C(=C(N=N1)C)N=CC(=C2)N2C[C@H](CC2)O)F)F